C1(CC1)C=1C2=C(N=C(N1)NC1=C(C=C(C=C1)P1(CCN(CC1)C)=O)OC)NC=C2C#N 4-cyclopropyl-2-((4-(1-methyl-4-oxido-1,4-azaphosphinan-4-yl)-2-methoxyphenyl)amino)-7H-pyrrolo[2,3-d]pyrimidine-5-carbonitrile